BrCC1=CC(=NN1C1=CC(=CC=C1)Cl)C1=CC=CC=C1 5-(bromomethyl)-1-(3-chlorophenyl)-3-phenyl-1H-pyrazole